N=1C=CN2C1C=CC(=C2)C2=CNC=1N=C(N=CC12)NC1CC(C1)(C)NC(C)=O N-((1s,3s)-3-((5-(imidazo[1,2-a]pyridin-6-yl)-7H-pyrrolo[2,3-d]pyrimidin-2-yl)amino)-1-methylcyclobutyl)acetamide